C(C(C)C)[C@H]1NC(N(C1=O)C1CC2(CC(C2)OC2=C(C(=O)N)C=CC=N2)C1)=O (((R)-6-(4-isobutyl-2,5-dioxoimidazolidin-1-yl)spiro[3.3]heptan-2-yl)oxy)nicotinamide